ClC=1C=C(C=C(C1OC=1C=C2C(=CC(=NC2=CC1)Cl)C)Cl)N1N=C(C(NC1=O)=O)C#N 2-(3,5-Dichloro-4-((2-chloro-4-methylquinolin-6-yl)oxy)phenyl)-3,5-dioxo-2,3,4,5-tetrahydro-1,2,4-triazine-6-carbonitrile